C1(CC1)S(=O)(=O)NC=1SC=C(N1)C(C)(C)NC(C1=C(C=C(C=C1)C1=NC(=CN=C1)C(F)(F)F)C)=O N-(2-(2-(cyclopropanesulfonamido)thiazol-4-yl)propan-2-yl)-2-methyl-4-(6-(trifluoromethyl)pyrazin-2-yl)benzamide